[I-].C(CCC)N N-butyl-amine iodide